FC1=CC(=CC2=C1N(C(N2)=O)C2CC(C2)(C)O)OCCN2CCC1(CC2)C(NC2=CC=C(C=C21)F)=O 7-fluoro-5-[2-(5-fluoro-2-oxospiro[indoline-3,4'-piperidin]-1'-yl)ethoxy]-1-(3-hydroxy-3-methylcyclobutyl)-1,3-dihydro-2H-1,3-benzimidazol-2-one